FC=1C=C(CC2=CC(=NC=C2)N2N=C(C(=C2CO)C(=O)NCCO)C)C=C(C1)C(F)(F)F 1-(4-(3-Fluoro-5-(trifluoromethyl)benzyl)pyridin-2-yl)-N-(2-hydroxyethyl)-5-(hydroxymethyl)-3-methyl-1H-pyrazol-4-carboxamid